O=C1N(S(NC12CCN(CC2)C(=O)OC(C)(C)C)(=O)=O)C2=CC=C(C=C2)C(F)(F)F tert-butyl 4-oxo-3-(4-(trifluoromethyl) phenyl)-2-thia-1,3,8-triazaspiro[4.5]decane-8-carboxylate 2,2-dioxide